F[C@H]1[C@H](C1)C(=O)NC1=NC=C2C=C(C(=NC2=C1)C(=O)N1CCOCC1)C=1C=NC(=CC1C)[C@@H](CC)O (1R,2R)-2-fluoro-N-(3-(6-((R)-1-hydroxypropyl)-4-methylpyridin-3-yl)-2-(morpholine-4-carbonyl)-1,6-naphthyridin-7-yl)cyclopropane-1-carboxamide